NC1=C2C(=NC=N1)N(N=C2C#CC2=C(C1=CN(N=C1C=C2F)CC)F)[C@H]2C[C@@H](N(C2)C(C=C)=O)COC 1-((2R,4S)-4-(4-amino-3-((2-ethyl-4,6-difluoro-2H-indazol-5-yl)ethynyl)-1H-pyrazolo[3,4-d]pyrimidin-1-yl)-2-(methoxymethyl)pyrrolidin-1-yl)prop-2-en-1-one